C(CCCCOC=1C=C(C=CC1)CC(=O)O)OC=1C=C(C=CC1)CC(=O)O 2,2'-((pentane-1,5-diylbis(oxy))bis(3,1-phenylene))diacetic acid